1-(4-Acetyl-2,6-Diethoxyphenyl)-2,2,2-Trifluoroethan-1-One C(C)(=O)C1=CC(=C(C(=C1)OCC)C(C(F)(F)F)=O)OCC